podocarpane C[C@]12CCCC([C@@H]1CC[C@@H]3[C@@H]2CCCC3)(C)C